(S)-3-aminomethyl-5-methylhexanoic acid methyl ester COC(C[C@H](CC(C)C)CN)=O